O=C1N(CCCC1)CCOC(COC1=C(C=C(C=C1)CCC(=O)N1CCC2(CN\C(\N2)=N/C(=O)C2=NC(=C(N=C2N)N)Cl)CC1)Cl)=O [2-chloro-4-(3-{2-[(E)-3,5-diamino-6-chloro-pyrazine-2-carbonylimino]-1,3,8-triaza-spiro[4.5]dec-8-yl}-3-oxopropyl)-phenoxy]-acetic acid 2-(2-oxo-piperidin-1-yl)-ethyl ester